4,5-dimethyl-6-((5-methyl-1H-pyrazol-3-yl)amino)pyridin CC1=CC=NC(=C1C)NC1=NNC(=C1)C